C(=C)C1(CCCO1)C=C divinyl-1,4-butylene ether